Cl.Cl.CN(C1=CC=C2CCN(CC2=C1)NS(=O)(=O)N)C1=CC=NC=2NC(C=CC12)=O (7-(methyl-(7-oxo-7,8-dihydro-1,8-naphthyridin-4-yl)amino)-3,4-dihydroisoquinolin-2(1H)-yl)sulfamide dihydrochloride